tert-butyl N-[2-[[4-[3-(2-methylpyrimidin-4-yl)phenyl]thiazol-2-yl]amino]-2-oxo-ethyl]carbamate CC1=NC=CC(=N1)C=1C=C(C=CC1)C=1N=C(SC1)NC(CNC(OC(C)(C)C)=O)=O